Cl.BrC=1C=C(C[C@@H]2NCC[C@@H]2NS(=O)(=O)C)C=CC1 N-((2S,3S)-2-(3-bromobenzyl)pyrrolidin-3-yl)methanesulfonamide hydrochloride